CC1=C(C(=O)P(C2=CC=CC=C2)C2=CC=CC=C2)C(=CC(=C1)C)C 2,4,6-trimethyl-benzoyl-diphenyl-phosphine